C(C=CC=CC=CCCCCC)(=O)O dodecatrienic acid